C(C)(C)(C)OC(=O)NC1=C(C(=NC=C1)Cl)C(=O)OC methyl 4-[(tert-butoxycarbonyl)amino]-2-chloropyridine-3-carboxylate